diphenylsilylene(cyclopentadienyl)(2,7-di-t-butylfluorenyl)zirconium dichloride [Cl-].[Cl-].C1(=CC=CC=C1)[Si](=[Zr+2](C1=C(C=CC=2C3=CC=C(C=C3CC12)C(C)(C)C)C(C)(C)C)C1C=CC=C1)C1=CC=CC=C1